N1C=C(C2=CC=CC=C12)C(C=C)N 1-(1H-indol-3-yl)prop-2-en-1-amine